9-cyano-7-(4-(imidazo[1,2-a]pyridin-3-yl)-2,5-dioxo-2,5-dihydro-1H-pyrrol-3-yl)-N-methyl-N-((1-methylpiperidin-4-yl)methyl)-3,4-dihydro-[1,4]diazepino[6,7,1-hi]indole-2(1H)-carboxamide C(#N)C=1C=C2C(=CN3C2=C(C1)CN(CC3)C(=O)N(CC3CCN(CC3)C)C)C=3C(NC(C3C3=CN=C1N3C=CC=C1)=O)=O